2-(3-ethoxy-2-fluorophenyl)-5-{1H-pyrrolo[2,3-b]pyridin-4-yl}-1-{[2-(trimethylsilyl)ethoxy]methyl}-1H-pyrrole-3-carboxylic acid C(C)OC=1C(=C(C=CC1)C=1N(C(=CC1C(=O)O)C1=C2C(=NC=C1)NC=C2)COCC[Si](C)(C)C)F